3-bromo-5-(4-cyclopropyl-6-methoxypyrimidin-5-yl)-1-((2-(trimethylsilyl)ethoxy)methyl)-1H-pyrazolo[3,4-c]pyridine BrC1=NN(C2=CN=C(C=C21)C=2C(=NC=NC2OC)C2CC2)COCC[Si](C)(C)C